C(C)(C)(C)N1N=NC(=C1)C(=O)NCC1=C(C=C(C=C1)C1=C(C=NC=C1)OCCN(C(C=C)=O)C)C 1-(tert-butyl)-N-(2-methyl-4-(3-(2-(N-methylacrylamido)ethoxy)pyridin-4-yl)benzyl)-1H-1,2,3-triazole-4-carboxamide